4,4-dimethyl-3-ketovaleronitrile CC(C(CC#N)=O)(C)C